2-(5-(2-((6,7-dihydro-5H-indeno[5,6-d][1,3]dioxol-6-yl)amino)pyrimidin-5-yl)-1,3,4-oxadiazol-2-yl)acetic acid O1COC2=C1C=C1CC(CC1=C2)NC2=NC=C(C=N2)C2=NN=C(O2)CC(=O)O